N-[5-(5-acetamido-6-fluoro-2-pyridinyl)-3-methyl-triazol-4-yl]Carbamate C(C)(=O)NC=1C=CC(=NC1F)C1=C(N(N=N1)C)NC([O-])=O